tert-butyl 2-{4-[(3-methyl-4-{[1,2,4]triazolo[1,5-a]pyridin-7-yloxy}phenyl)amino]pyrido[3,2-d]pyrimidin-6-yl}-2,6-diazaspiro[3.4]octane-6-carboxylate CC=1C=C(C=CC1OC1=CC=2N(C=C1)N=CN2)NC=2C1=C(N=CN2)C=CC(=N1)N1CC2(C1)CN(CC2)C(=O)OC(C)(C)C